CC1(OB(OC1(C)C)C=1C=C(C=CC1)C1=C(C=C(C=C1C)C)C)C 4,4,5,5-tetramethyl-2-(2',4',6'-trimethyl-[1,1'-biphenyl]-3-yl)-1,3,2-dioxaborolane